BrC1=CC=C(C=C1)C(C)(C)C=1N=C(SC1)NC(=O)NCC1=CC=C(C=C1)N1CC(NCC1)=O 1-(4-(2-(4-bromophenyl)propan-2-yl)thiazol-2-yl)-3-(4-(3-oxopiperazin-1-yl)benzyl)urea